CN(C1=CC=CC=C1)CC(=O)OCC N-methyl-N-ethoxycarbonylmethylaniline